N-phenyl-N-trichloromethylsulfonyl-benzenesulfonylaniline C1(=CC=CC=C1)N(C1=C(C=CC=C1)S(=O)(=O)C1=CC=CC=C1)S(=O)(=O)C(Cl)(Cl)Cl